C(C)(C)(C)N1CCC=CC1 tert-butyl-(1,2,3,6-tetrahydropyridine)